2-ethylpiperidinylmethylphenylchlorosilane C(C)C1N(CCCC1)C[SiH](Cl)C1=CC=CC=C1